2,4,6,2'-tetramethylbenzophenone CC1=C(C(=O)C2=C(C=CC=C2)C)C(=CC(=C1)C)C